ClC1=CC(=NN1C1(CC1)C(=O)NC(C(=O)O)CCN(CCCCC1=NC=2NCCCC2C=C1)CC(CF)OC)C 2-[[1-(5-chloro-3-methyl-pyrazol-1-yl)cyclopropanecarbonyl]amino]-4-[[3-fluoro-2-methoxy-propyl]-[4-(5,6,7,8-tetrahydro-1,8-naphthyridin-2-yl)butyl]amino]butanoic acid